N,N-dimethyl-chloroethylamine hydrochloride Cl.CN(C)CCCl